3-methyl-1-[(4-methyl-quinazolin-2-yl)methyl]-3,7-dihydro-1H-purine-2,6-dione CN1C(N(C(C=2NC=NC12)=O)CC1=NC2=CC=CC=C2C(=N1)C)=O